C(C)OCOC1=C(C(=CC(=C1)C(F)(F)F)C)C=1C=CC=2C(N1)=NN(C2)[C@H]2CCC(N(C2)C)=O (S)-5-(6-(2-(ethoxymethoxy)-6-methyl-4-(trifluoromethyl)phenyl)-2H-pyrazolo[3,4-b]pyridin-2-yl)-1-methylpiperidin-2-one